5-CYCLOPROPOXY-2-(METHYLAMINO)BENZALDEHYDE C1(CC1)OC=1C=CC(=C(C=O)C1)NC